C(C)(C)(C)[NH+]=C(N(C)C)N(C)C 2-tert-butyl-1,1,3,3-tetramethylguanidinium